2-bromo-5-fluoro-4-(trifluoromethyl)benzoic acid methyl ester COC(C1=C(C=C(C(=C1)F)C(F)(F)F)Br)=O